2-(pyrimidin-2-yl)benzoic acid N1=C(N=CC=C1)C1=C(C(=O)O)C=CC=C1